N-(6-((2-fluorophenyl)amino)-1H-pyrazolo[3,4-b]pyridin-3-yl)-4-(1-isopropylpiperidin-4-yl)benzamide, Hydrochloride salt Cl.FC1=C(C=CC=C1)NC1=CC=C2C(=N1)NN=C2NC(C2=CC=C(C=C2)C2CCN(CC2)C(C)C)=O